[18F]C(CCSCCC(=O)O)C\C=C/CCCCCCCC 3-{[(5Z)-3-[18F]Fluorotetradec-5-en-1-yl]Sulfanyl}propionic acid